N-[(1S)-1-[3-[5-(difluoromethoxy)-2-pyridyl]pyrazin-2-yl]ethyl]-3,5-bis(trifluoromethyl)benzamide FC(OC=1C=CC(=NC1)C=1C(=NC=CN1)[C@H](C)NC(C1=CC(=CC(=C1)C(F)(F)F)C(F)(F)F)=O)F